(1R,3S,5R)-2-(2-(3-acetyl-6-fluoro-5-(2-methylpyrimidin-5-yl)-1H-indol-1-yl)acetyl)-N-(6-bromo-3-methylpyridin-2-yl)-5-methyl-2-azabicyclo[3.1.0]hexane-3-carboxamide C(C)(=O)C1=CN(C2=CC(=C(C=C12)C=1C=NC(=NC1)C)F)CC(=O)N1[C@@H]2C[C@@]2(C[C@H]1C(=O)NC1=NC(=CC=C1C)Br)C